N-(4-Isopropylphenyl)-6-morpholin-4-yl-N1-p-tolyl-[1,3,5]triazine-2,4-diamine hydrochloride Cl.C(C)(C)C1=CC=C(C=C1)NC1N(C(=NC(=N1)N)N1CCOCC1)C1=CC=C(C=C1)C